COCOC=1C=C(C2=CC=CC=C2C1)N1CC=2N=C(N=C(C2CC1)O)OC[C@H]1N(CCC1)C (S)-7-(3-(methoxymethoxy)naphthalen-1-yl)-2-((1-methylpyrrolidin-2-yl)methoxy)-5,6,7,8-tetrahydropyrido[3,4-d]pyrimidin-4-ol